(E)-3-(3-chloro-4-(2-fluoro-4-hydroxy-3-isopropylbenzyl)-5-methylphenyl)-N,2-dimethylacrylamide ClC=1C=C(C=C(C1CC1=C(C(=C(C=C1)O)C(C)C)F)C)/C=C(/C(=O)NC)\C